(R)-N-(4-(6-(4-(1-(4-fluorophenyl)ethyl)piperazin-1-yl)pyrimidin-4-yloxy)benzo[d]thiazol-2-yl)acetamide FC1=CC=C(C=C1)[C@@H](C)N1CCN(CC1)C1=CC(=NC=N1)OC1=CC=CC2=C1N=C(S2)NC(C)=O